3-(5-(3-fluoro-4-((3-(trifluoromethoxy)pyrrolidin-1-yl)methyl)pyridin-2-yl)-1-oxoisoindolin-2-yl)piperidine-2,6-dione FC=1C(=NC=CC1CN1CC(CC1)OC(F)(F)F)C=1C=C2CN(C(C2=CC1)=O)C1C(NC(CC1)=O)=O